CN(CCCN)CCCN N-methyl-N-(3-aminopropyl)-1,3-diaminopropane